N[C@@H]1COCC[C@H]1C1=C(C2=NC(=CC(=C2S1)NCC=1SC=CC1)Cl)Cl 2-((3S,4R)-3-aminotetrahydro-2H-pyran-4-yl)-3,5-dichloro-N-(thiophen-2-ylmethyl)thieno[3,2-b]pyridin-7-amine